C(C)(C)(C)OC(NC1CCC(CC1)(F)F)=O (4,4-difluorocyclohexyl)carbamic acid tert-butyl ester